F[C@@]1(CN(CC[C@@H]1O)C1=NC=CC(=N1)NC=1N=CC2=C(C=CC(=C2C1)C(C)C)N1[C@@H]([C@H](C1)C[S@](=O)C)C)C (3R,4S)-3-fluoro-1-(4-((5-isopropyl-8-((2R,3S)-2-methyl-3-(((R)-methylsulfinyl)methyl)azetidin-1-yl)isoquinolin-3-yl)amino)pyrimidin-2-yl)-3-methylpiperidin-4-ol